5-(Azidomethyl)-4-methylpyrimidin N(=[N+]=[N-])CC=1C(=NC=NC1)C